(R)-N-(5-(3-(2-hydroxypropan-2-yl)pyrrolidin-1-yl)-2-(trifluoromethyl)pyridin-3-yl)-6-(1-((1-(trifluoromethyl)cyclopropyl)methyl)-1H-pyrazol-4-yl)picolinamide OC(C)(C)[C@H]1CN(CC1)C=1C=C(C(=NC1)C(F)(F)F)NC(C1=NC(=CC=C1)C=1C=NN(C1)CC1(CC1)C(F)(F)F)=O